FC1=C(CNC(=O)[C@@H]2C[C@@H](C2)OCC2=CC=C(C=C2)C(F)(F)F)C=CC(=C1C=1NC(C=C(N1)C(F)(F)F)=O)C(F)(F)F cis-N-{2-fluoro-3-[6-oxo-4-(trifluoromethyl)-1,6-dihydropyrimidin-2-yl]-4-(trifluoromethyl)benzyl}-3-{[4-(trifluoromethyl)benzyl]oxy}cyclobutane-1-carboxamide